1-(t-butyl) 2,4-diethyl (2S,4R)-4-(cyanomethyl)-5-oxopyrrolidine-1,2,4-tricarboxylate C(#N)C[C@@]1(C[C@H](N(C1=O)C(=O)OC(C)(C)C)C(=O)OCC)C(=O)OCC